COC(C1=CC(=C(C(=C1)C(C)(C)C)O)N)=O 3-amino-5-(tert-butyl)-4-hydroxybenzoic acid methyl ester